COC1=C2C(NC(=NC2=CC(=C1)OC)C1=CC(=C(OCC(=O)O)C(=C1)C)C)=O [4-(5,7-dimethoxy-4-oxo-3,4-dihydro-quinazolin-2-yl)-2,6-dimethyl-phenoxy]-acetic acid